2-(2-((2-Chloro-[1,1'-biphenyl]-3-yl)methoxy)-7,8-dihydro-1,6-naphthyridin-6(5H)-yl)ethan-1-ol ClC1=C(C=CC=C1COC1=NC=2CCN(CC2C=C1)CCO)C1=CC=CC=C1